SCCC(=O)OCCOCCOCCOCCOCC=C 3,6,9,12-tetraoxapentadec-14-enyl 3-mercaptopropanoate